2-(6-(((1S,3R,5R)-2,2-difluoro-1,5-dimethyl-8-azabicyclo[3.2.1]octan-3-yl)oxy)pyridazin-3-yl)-6-(1,3-dimethyl-1H-pyrazol-4-yl)-2,3-dihydro-1H-pyrrolo[3,4-c]pyridin-1-one FC1([C@@]2(CC[C@](C[C@H]1OC1=CC=C(N=N1)N1CC=3C=NC(=CC3C1=O)C=1C(=NN(C1)C)C)(N2)C)C)F